5-chloro-2-(difluoromethyl)-N-((1r,4r)-4-((3-(6-(oxetan-3-yloxy)pyridin-3-yl)-2-oxo-2,3-dihydro-1H-benzo[d]imidazol-1-yl)methyl)cyclohexyl)nicotinamide ClC=1C=NC(=C(C(=O)NC2CCC(CC2)CN2C(N(C3=C2C=CC=C3)C=3C=NC(=CC3)OC3COC3)=O)C1)C(F)F